5-{3-[(2S)-2-{(3R)-3-hydroxy-4-[3-(trifluoromethyl)phenyl]butyl}-5-oxopyrrolidin-1-yl]propyl}thiophene-2-carboxylate O[C@H](CC[C@@H]1N(C(CC1)=O)CCCC1=CC=C(S1)C(=O)[O-])CC1=CC(=CC=C1)C(F)(F)F